2-Bromo-N-(4-hydroxyphenyl)pentanamide BrC(C(=O)NC1=CC=C(C=C1)O)CCC